S(=O)(=O)(O)O.OC=1C(=NC=CC1)C 3-hydroxy-2-methylpyridine sulfate